FC(C(NO)=N)(C1=CC=C(C=C1)OC(F)(F)F)F 2,2-difluoro-N-hydroxy-2-(4-(trifluoromethoxy)phenyl)acetimidamide